C(C)(C)(C)OC(=O)N1C[C@@H](N(CC1)CC(F)(F)F)CC (S)-4-(trifluoroethyl)-3-ethylpiperazine-1-carboxylic acid tert-butyl ester